N=1NN=NC1C1=CC=C(OC2=NC=C(C=C2)Cl)C=C1 2-(4-(2H-tetrazol-5-yl)phenoxy)-5-chloropyridine